(2,3-dibromopropyl)cyclohexane BrC(CC1CCCCC1)CBr